O[C@@H]1[C@@H](CCCC1)C(=O)O cis-2-hydroxycyclohexanecarboxylic acid